C[C@H]1CN(C[C@H]1C)C1=C(C=CC=C1C)NS(=O)(=O)C=1SC(=CC1)S(=O)(=O)N(C)C N2-(2-((3R,4S)-3,4-dimethylpyrrolidin-1-yl)-3-methylphenyl)-N5,N5-dimethylthiophene-2,5-disulfonamide